ClC1=CN=C(S1)C=1C=C(C(=O)N[C@H](C)C=2C=NC(=NC2)C(F)(F)F)C=C(C1)OC(C)C(C)O 3-(5-chloro-1,3-thiazol-2-yl)-5-{[3-hydroxybutan-2-yl]oxy}-N-{(1R)-1-[2-(trifluoromethyl)pyrimidin-5-yl]ethyl}benzamide